tert-butyl-3-iodo-5,6-dihydroimidazo[1,5-a]pyrazine-7(8H)-carboxylate C(C)(C)(C)OC(=O)N1CC=2N(CC1)C(=NC2)I